C(C)OC(=O)C1=C(N=C(S1)NC1=NC(=CC(=N1)N(CC=1C=NC=CC1)C)N1CCNCC1)C 4-Methyl-2-[[4-[methyl(3-pyridinylmethyl)amino]-6-(1-piperazinyl)-2-pyrimidinyl]amino]-5-thiazolecarboxylic acid ethyl ester